N-fluoroamine FN